N-(3-tert-butylphenyl)-1-pyreneamine C(C)(C)(C)C=1C=C(C=CC1)NC1=CC=C2C=CC3=CC=CC4=CC=C1C2=C34